N-(3-(3-(1-((1R,2R)-2-fluorocyclopentyl)-1H-pyrazol-4-yl)-2-methoxyphenyl)-1-methyl-1H-pyrazolo[3,4-c]pyridin-5-yl)cyclopropanecarboxamide F[C@H]1[C@@H](CCC1)N1N=CC(=C1)C=1C(=C(C=CC1)C1=NN(C2=CN=C(C=C21)NC(=O)C2CC2)C)OC